1,3-bis(2,6-dimethylphenyl)imidazolidine CC1=C(C(=CC=C1)C)N1CN(CC1)C1=C(C=CC=C1C)C